COC(=O)C(CCCCCCCCCCC=CC=C)CCC octadecadiene-15-carboxylic acid methyl ester